(4-(3,4-difluorophenyl)thiazol-2-yl)-2-(4-isobutylphenyl)propanamide FC=1C=C(C=CC1F)C=1N=C(SC1)C(C(=O)N)(C)C1=CC=C(C=C1)CC(C)C